ClC1=CC=C(N=N1)C1=C(C=C(C=C1C)C)O 2-(6-chloropyridazin-3-yl)-3,5-dimethyl-phenol